CC=1C(NC(NC1)=O)=O 5-methyl-2,4-dioxopyrimidin